N-acryloyl-Piperidine-4-carboxylic Acid C(C=C)(=O)N1CCC(CC1)C(=O)O